OB1OCC2=C1C=C(C=C2)C(=O)O 1-hydroxy-3H-2,1-benzoxaborole-6-carboxylic acid